quinoxaline-5(6H)-carboxylic acid tert-butyl ester C(C)(C)(C)OC(=O)C1C=2N=CC=NC2C=CC1